CC(C(=O)ON[C@@]1([C@H](O)[C@H](O)[C@@H](CO)O1)N1C(=O)N=C(N)C=C1)C {[(2-methylpropanoyl)oxy]amino}Cytidine